C(C)(C)(C)OC(=O)N1CCC(CC1)CC1=C(C=C(C=C1OC)C=1C2=C(C(N(C1)C)=O)N(N=C2)CC2=CC=C(C=C2)OC)OC 4-[[2,6-dimethoxy-4-[1-[(4-methoxyphenyl)methyl]-6-methyl-7-oxo-pyrazolo[3,4-c]pyridin-4-yl]phenyl]methyl]piperidine-1-carboxylic acid tert-butyl ester